tertbutyl 2,6-cis-dimethyl-4-oxopiperidine-1-carboxylate C[C@@H]1N([C@@H](CC(C1)=O)C)C(=O)OC(C)(C)C